FC=1C=C2C=NN(C2=CC1F)C1=CC=C2C(=N1)C(N(C2=O)CC2=CC=C(C=C2)OC)C 2-(5,6-difluoroindazol-1-yl)-6-[(4-methoxyphenyl)methyl]-7-methyl-7H-pyrrolo[3,4-b]pyridin-5-one